aminosulfopropionic acid NC(C(=O)O)(C)S(=O)(=O)O